(3aR,7aS)-octahydro-2H-4,7-epiiminoisoindole C1NC[C@@H]2C3CCC([C@H]12)N3